(Z)-hept-4-en-1-ol C(CC\C=C/CC)O